tert-butyl (S)-1-(4-(benzylthio) phenylamino)-1-oxo-3-phenylpropan-2-ylcarbamate C(C1=CC=CC=C1)SC1=CC=C(C=C1)NC([C@H](CC1=CC=CC=C1)NC(OC(C)(C)C)=O)=O